CN1C(N(C2=NC(=NC=C12)NC1=CC2=C(OCO2)C=C1C)C12CC(C1)(C2)CC#N)=O 2-(3-(7-methyl-2-((6-methylbenzo[d][1,3]dioxol-5-yl)amino)-8-oxo-7,8-dihydro-9H-purin-9-yl)bicyclo[1.1.1]pentan-1-yl)acetonitrile